N-((6-(3-(4-chlorobenzyl)ureido)spiro[3.3]hept-2-yl)methyl)-2-oxopiperidine-4-carboxamide ClC1=CC=C(CNC(NC2CC3(CC(C3)CNC(=O)C3CC(NCC3)=O)C2)=O)C=C1